(2R)-2-Amino-1-[2-{(2E)-2-[(3-methylphenyl)methylidene]hydrazinyl}-4-(morpholin-4-yl)-5,7-dihydro-6H-pyrrolo[3,4-d]pyrimidin-6-yl]butan-1-one N[C@@H](C(=O)N1CC=2N=C(N=C(C2C1)N1CCOCC1)N/N=C/C1=CC(=CC=C1)C)CC